FC=1C=CC(=C(C1)N\N=C/C=C1C(OC(OC1=O)(C)C)=O)OC (Z)-5-(2-(2-(5-fluoro-2-methoxyphenyl)hydrazineylidene)ethylidene)-2,2-dimethyl-1,3-dioxane-4,6-dione